(2S,3S,5S)-4-[[3-(3,4-Difluoro-2-methoxy-phenyl)-5-methyl-5-(trifluoromethyl)tetrahydrofuran-2-carbonyl]-amino]-1-oxido-pyridin-1-ium-2-carboxamid FC=1C(=C(C=CC1F)[C@H]1[C@H](O[C@@](C1)(C(F)(F)F)C)C(=O)NC1=CC(=[N+](C=C1)[O-])C(=O)N)OC